CC1=C(C=CC(=C1)OC1CCC(CC1)=O)N1N=CC(=C1)C(=O)OCC ethyl 1-(2-methyl-4-((4-oxocyclohexyl)oxy)phenyl)-1H-pyrazole-4-carboxylate